tert-butyl 4-[3-[[4-[(6-chloro-8-cyclopentyl-7-oxo-pyrido[2,3-d]pyrimidin-2-yl) amino]-3-methyl-phenyl]sulfonylamino]propyl]piperazine-1-carboxylate ClC1=CC2=C(N=C(N=C2)NC2=C(C=C(C=C2)S(=O)(=O)NCCCN2CCN(CC2)C(=O)OC(C)(C)C)C)N(C1=O)C1CCCC1